BrC1=C(C(=C(C=C1)S(=O)(=O)C1=C(C(=C(C=C1)Br)Br)Br)Br)Br tribromophenyl sulfone